N1C[C@H](CCC1)NC=1C2=C(N=CN1)C(=CC(=N2)C2=CC=C(C=C2)C(CC)=O)C(=O)N 4-[(3S)-piperidin-3-ylamino]-6-(4-propanoylphenyl)pyrido[3,2-d]pyrimidine-8-carboxamide